OC1[C@]2(CC[C@@H](C1)C2(C)C)CS(=O)(=O)O (((1R,4S)-2-hydroxy-7,7-dimethylbicyclo[2.2.1]hept-1-yl)methyl)sulfonic acid